BrC=1C=CC(=C(C1)C(=O)C1CC1)F (5-bromo-2-fluorophenyl)-cyclopropyl-methanone